ClC1=C(/C(=N/O)/Cl)C=CC=C1 (Z)-2-chloro-N-hydroxybenzimidoyl chloride